C(CCCCCCC)(=O)OC(=O)CCCCCCCCC Caprylylcaprat